5-(4-((5-Chloropyridin-2-yl)methoxy)phenyl)-2-oxo-6-(trifluoromethyl)-1,2-dihydropyridine-3-carboxamide ClC=1C=CC(=NC1)COC1=CC=C(C=C1)C=1C=C(C(NC1C(F)(F)F)=O)C(=O)N